C(#N)C(C([2H])([2H])[2H])(C1=CN=C(N1)C1=C(C=CC(=C1)OC=1C(=C2C=CNC2=C(C1F)F)F)F)C=1C=C(C=CC1)CCC(=O)O 3-(3-(1-Cyano-1-(2-(2-fluoro-5-((4,6,7-trifluoro-1H-indol-5-yl)oxy)phenyl)-1H-imidazol-5-yl)ethyl-2,2,2-d3)phenyl)propanoic acid